[N+](=O)([O-])C1=CC=C(C=2C1=NON2)N(CCCCCC(=O)ON2C(CCC2=O)=O)N=O dl-2,5-dioxopyrrolidin-1-yl 6-((7-nitrobenzo[c][1,2,5]oxadiazol-4-yl) (nitroso) amino)hexanoate